6-methyl-2,6-diazaspiro[3.3]heptane-2-carbothioamide CN1CC2(CN(C2)C(N)=S)C1